3-((6-(6-(4-methoxypyridin-3-yl)-4-methyl-1H-pyrazolo[4,3-c]pyridin-1-yl)-4-((2R,3S)-2-methyl-3-((methylsulfonyl)methyl)azetidin-1-yl)pyridin-2-yl)amino)tetrahydrothiophene 1,1-dioxide COC1=C(C=NC=C1)C1=CC2=C(C(=N1)C)C=NN2C2=CC(=CC(=N2)NC2CS(CC2)(=O)=O)N2[C@@H]([C@H](C2)CS(=O)(=O)C)C